(3aS,6aS)-5-(5-(trifluoromethoxy)pyridin-2-yl)hexahydropyrrolo[3,4-c]pyrrole-2(1H)-carboxylic acid tert-butyl ester C(C)(C)(C)OC(=O)N1C[C@@H]2CN(C[C@H]2C1)C1=NC=C(C=C1)OC(F)(F)F